ClC1=C(C(=CC(=C1)Cl)CC)B(O)O 2,4-DICHLORO-6-ETHYLPHENYLBORONIC ACID